C(C=C)(=O)OCC(C(C(=O)N1[C@@H](CCCC1)C(=O)O[C@H](CCC1=CC(=C(C=C1)OC)OC)C1=NC(=CC=C1)NC(CCC(=O)OC(C)(C)C)=O)=O)(C)C (S)-((R)-1-(6-(4-tert-butoxy-4-oxobutanamido)pyridin-2-yl)-3-(3,4-dimethoxyphenyl)propyl) 1-(4-(acryloyloxy)-3,3-dimethyl-2-oxobutanoyl)piperidine-2-carboxylate